C1(CCC1)CNC=1C2=C(N=C(N1)NC1=CC=C(C3=C1OCCO3)C(=O)N3CCN(CC3)C3COC3)NC=C2C(F)(F)F (8-((4-((cyclobutylmethyl)amino)-5-(trifluoromethyl)-7H-pyrrolo[2,3-d]pyrimidin-2-yl)amino)-2,3-dihydrobenzo[b][1,4]dioxin-5-yl)(4-(oxetan-3-yl)piperazin-1-yl)methanone